N-(3-(5-(4-methoxyphenyl)isoxazol-3-yl)phenyl)-4-methylbenzamide COC1=CC=C(C=C1)C1=CC(=NO1)C=1C=C(C=CC1)NC(C1=CC=C(C=C1)C)=O